N-(2,2-dimethoxyethyl)-2-hydroxybenzamide COC(CNC(C1=C(C=CC=C1)O)=O)OC